(S)-1-(1-ethoxy-3-(4-((11-(4-phenyl-1H-1,2,3-triazol-1-yl)undecyl)oxy)phenyl)propan-2-yl)-1H-imidazo[4,5-c]quinolin-4-amine C(C)OC[C@H](CC1=CC=C(C=C1)OCCCCCCCCCCCN1N=NC(=C1)C1=CC=CC=C1)N1C=NC=2C(=NC=3C=CC=CC3C21)N